3-(4-amino-2,6-dichlorophenyl)-7-isopropylthieno[2,3-b]pyridin-6(7H)-one NC1=CC(=C(C(=C1)Cl)C1=CSC=2N(C(C=CC21)=O)C(C)C)Cl